FC(OC=1C=C(C=CC1)N1C(C2(C3=CC(=CC=C13)C(=O)NC1(CS(C1)(=O)=O)C)CCCC2)=O)F 1'-[3-(difluoromethoxy)phenyl]-N-(3-methyl-1,1-dioxo-thietan-3-yl)-2'-oxo-spiro[cyclopentane-1,3'-indoline]-5'-carboxamide